N-(6-chloro-5-fluoro-3-pyridinyl)carbamic acid tert-butyl ester C(C)(C)(C)OC(NC=1C=NC(=C(C1)F)Cl)=O